lithium hexamethylenediamine NCCCCCCN.[Li]